FC1=CC=CC(=C1C(=O)N)C(C)C 6-fluoro-2-isopropylbenzamide